(1R,5S)-3,8-diazabicyclo[3.2.1]oct-6-ene-3,8-dicarboxylic acid [C@H]12CN(C[C@H](C=C1)N2C(=O)O)C(=O)O